NC=1C(NC=2C=C(C(=NC2C1C1=C2C=NNC2=C(C=C1)F)C#N)C)=O 7-Amino-8-(7-fluoro-1H-indazol-4-yl)-3-methyl-6-oxo-5H-1,5-naphthyridine-2-carbonitrile